N[C@H](C(=O)O)[C@H](CC1=CC=CC=C1)C (2S,3S)-2-amino-3-methyl-4-phenylbutanoic acid